C1OCC2=CC(=CC=C12)C1(CC1)C(=O)O 1-(1,3-dihydroisobenzofuran-5-yl)cyclopropanecarboxylic acid